CS(=O)(=O)O.ClC1=CC=C(C=C1)NC([C@H](C)C1CCC(CC1)C1=CC=NC2=CC=C(C=C12)F)=O (R)-N-(4-chlorophenyl)-2-((1s,4s)-4-(6-fluoroquinolin-4-yl)cyclohexyl)propanamide methanesulfonate